ClC=1C=C(C=NC1N1CCN(CC1)CC(F)(F)F)C=O 5-Chloro-6-[4-(2,2,2-trifluoroethyl)piperazin-1-yl]pyridine-3-carbaldehyde